Cl.Cl.C[C@@H]1C[C@H](C=2N=CN=C(C21)N2CCNCC2)O (5R,7R)-5-methyl-4-(piperazin-1-yl)-6,7-dihydro-5H-cyclopenta[d]pyrimidin-7-ol dihydrochloride